N-(4-Amino-1H-pyrazolo[4,3-c]pyridin-7-yl)-2-oxo-2-[2-(3-pyrrolidin-1-ylphenyl)-1-piperidyl]acetamide NC1=NC=C(C2=C1C=NN2)NC(C(N2C(CCCC2)C2=CC(=CC=C2)N2CCCC2)=O)=O